[Si](C)(C)(C(C)(C)C)OC1CC=C(CC12CCCCC2)C2=NNC=C2CN(C)CCOC(NC)=O [{[(3-{5-[(tert-butyldimethylsilyl)oxy]spiro[5.5]undec-2-en-2-yl}-1H-pyrazol-4-yl)methyl](methyl)amino}ethyl]-N-methylcarbamate